1,2,4-triazole-thione N1=NC(N=C1)=S